NC1=CC=C(C=C1)C1=C(N(C=C1NC(CCCOC=1C(=CC2=C(N=CC3N(C2=O)CCCC3)C1)OC)=O)C)C(=O)N (4-aminophenyl)-4-(4-((2-methoxy-12-oxo-6a,7,8,9,10,12-hexahydrobenzo[e]pyrido[1,2-a][1,4]diazepin-3-yl)oxy)butanamido)-1-methyl-1H-pyrrol-2-carboxamide